N-(tert-butyl)pyrrolidine-3-carboxamide C(C)(C)(C)NC(=O)C1CNCC1